C1=C(C=CC2=CC=CC=C12)C(CCC)=O 1-(2-naphthyl)-1-butanone